C(=O)(O)CCC1(C2=CC(=CC=C2C=2C=CC(=CC12)C1=CC2=CC=CC=C2C=C1)C1=CC2=CC=CC=C2C=C1)CCC(=O)O 9,9-bis(2-carboxyethyl)2,7-bis(2-naphthyl)fluorene